CNC(C1=NC=C(C=C1)N1CCN(CC1)CC1=CC(=NC=C1)NC(CC(F)(F)F)=O)=O N-methyl-5-(4-((2-(3,3,3-trifluoropropanamido)pyridin-4-yl)methyl)piperazin-1-yl)picolinamide